CC=1C(OC(C1C)C)=O 3,4,5-trimethylfuran-2(5H)-one